C(C)C1=C(C=CC=C1)NC=1N=C(N=NC1C)O 5-[(2-ethylphenyl)amino]-6-methyl-1,2,4-triazin-3-ol